C(C)(C)(C)P(C(C)(C)C)CC1=C(C=CC=C1)CP(C(C)(C)C)C(C)(C)C 1,2-bis(di-tert-butylphosphino-methyl)benzene